(3-(pyridin-2-yl)phenyl)-9H-carbazol-2-amine N1=C(C=CC=C1)C=1C=C(C=CC1)C1=C(C=CC=2C3=CC=CC=C3NC12)N